N,N'-Dibenzyl-1,2-ethylendiamin C(C1=CC=CC=C1)NCCNCC1=CC=CC=C1